ClC1=CC=NC(=C1C=O)N1C(C=2N(C=3C(=CC=CC3C2)F)C=C1)=O 4-chloro-2-(6-fluoro-1-oxopyrazino[1,2-a]indol-2(1H)-yl)nicotinaldehyde